4-[5-(4-benzyl-6-chloro-2-oxo-1H-quinolin-3-yl)-3-(4-methoxyphenyl)-3,4-dihydropyrazol-2-yl]-4-oxo-butanoic acid C(C1=CC=CC=C1)C1=C(C(NC2=CC=C(C=C12)Cl)=O)C=1CC(N(N1)C(CCC(=O)O)=O)C1=CC=C(C=C1)OC